[Ni](Br)Br.C(C1=CC=CC=C1)N[C@H]1[C@@H](CCCC1)NCC1=CC=CC=C1.C(C1=CC=CC=C1)N[C@H]1[C@@H](CCCC1)NCC1=CC=CC=C1 bis[(R,R)-N,N'-dibenzylcyclohexane-1,2-diamine] nickel (II) dibromide